C(ON1C(CCC1=O)=O)(OCC1C2=CC=CC=C2C=2C=CC=CC12)=O (2,5-dioxopyrrolidin-1-yl) (9H-fluoren-9-yl)methyl carbonate